N-(tert-butyl)-1-(7-chloro-4H-chromeno[3,4-d]thiazol-2-yl)piperidin-4-amine C(C)(C)(C)NC1CCN(CC1)C=1SC2=C(N1)COC=1C=C(C=CC12)Cl